2-((1r,2r)-1-(2-cyanophenyl)-1-(1-methyl-1H-pyrazol-5-yl)propan-2-yl)-5-hydroxy-N-(isoxazol-4-yl)-1-methyl-6-oxo-1,6-dihydropyrimidine-4-carboxamide C(#N)C1=C(C=CC=C1)[C@@H]([C@@H](C)C=1N(C(C(=C(N1)C(=O)NC=1C=NOC1)O)=O)C)C1=CC=NN1C